6-(5-Chloro-2-((tetrahydro-2H-pyran-4-yl)amino)pyrimidin-4-yl)-1-oxo-3,4-dihydropyrrolo[1,2-c]pyrimidin ClC=1C(=NC(=NC1)NC1CCOCC1)C=1C=C2N(C(NCC2)=O)C1